N-(1'-(6-(1-cyclobutyl-1H-pyrazol-4-yl)-2-(1,1-difluoroethyl)pyrimidin-4-yl)-1',2'-dihydrospiro[cyclopropane-1,3'-pyrrolo[3,2-c]pyridin]-6'-yl)acetamide C1(CCC1)N1N=CC(=C1)C1=CC(=NC(=N1)C(C)(F)F)N1CC2(C=3C=NC(=CC31)NC(C)=O)CC2